2-((2-(4-(2-Cyanopropan-2-yl)pyridin-2-yl)-4-fluoro-1H-indol-5-yl)thio)-2-methylpropanoic acid C(#N)C(C)(C)C1=CC(=NC=C1)C=1NC2=CC=C(C(=C2C1)F)SC(C(=O)O)(C)C